2-(4-phenylquinazolin-2-yl)-benzothiazole C1(=CC=CC=C1)C1=NC(=NC2=CC=CC=C12)C=1SC2=C(N1)C=CC=C2